(2R,3S,4R,5S)-2-(benzyloxymethyl)-3,4-bis(benzyloxy)-5-(trifluoromethyl)-6-(((2R,3R,5R,6S)-3,4,5-tris(benzyloxy)-6-methoxytetrahydro-2H-pyran-2-yl)methoxy)tetrahydropyran C(C1=CC=CC=C1)OC[C@H]1OC([C@H]([C@H]([C@@H]1OCC1=CC=CC=C1)OCC1=CC=CC=C1)C(F)(F)F)OC[C@H]1O[C@@H]([C@@H](C([C@@H]1OCC1=CC=CC=C1)OCC1=CC=CC=C1)OCC1=CC=CC=C1)OC